N1(CCC1)NC(=O)N azacyclobutylurea